2-cyclobutoxy-N-(2'-(4,4-difluorocyclohexyl)-3-fluoro-[2,4'-bipyridin]-3'-yl)pyrimidine-5-carboxamide C1(CCC1)OC1=NC=C(C=N1)C(=O)NC=1C(=NC=CC1C1=NC=CC=C1F)C1CCC(CC1)(F)F